4-ethynyl-2-fluoropyridin C(#C)C1=CC(=NC=C1)F